(S)-2-(5-(6-((4-(trifluoromethyl)phenyl)carbamoyl)pyridin-2-yl)-1H-indole-3-carboxamido)pentanediamide FC(C1=CC=C(C=C1)NC(=O)C1=CC=CC(=N1)C=1C=C2C(=CNC2=CC1)C(=O)N[C@H](C(=O)N)CCC(=O)N)(F)F